COC1=CC(=C(C=C1OC)CC=1C(=NC(=NC1)N)N)C(C)C 5-[[4,5-dimethoxy-2-(1-methylethyl)phenyl]methyl]-2,4-pyrimidinediamine